magnesium (2-(2-(2-methoxyethoxy)ethoxy)ethyl)amide COCCOCCOCC[NH-].[Mg+2].COCCOCCOCC[NH-]